COC(=O)[C@@H]1NC(CC1)=C(C(=O)OC)[N+](=O)[O-] (R)-5-(2-Methoxy-1-nitro-2-oxoethylidene)pyrrolidine-2-carboxylic acid methyl ester